C[C@@H]1N(CCN(C1)C1=NC=CC=N1)C1=NC=C(C=N1)N (S)-2-(2-methyl-4-(pyrimidin-2-yl)piperazin-1-yl)pyrimidin-5-amine